4-chloro-N-[2-[(4-chlorophenyl)methyl]-3-oxo-1,2,4-thiadiazol-5-yl]Benzamide ClC1=CC=C(C(=O)NC2=NC(N(S2)CC2=CC=C(C=C2)Cl)=O)C=C1